ytterbium cobalt oxide [Co]=O.[Yb]